OCCCCCCCCCC1=CC=C(C(=O)O)C=C1 p-hydroxynonyl-benzoic acid